Tert-butyl (2S)-2-[2-(benzyloxycarbonylamino)ethyl]morpholine-4-carboxylate C(C1=CC=CC=C1)OC(=O)NCC[C@H]1CN(CCO1)C(=O)OC(C)(C)C